4-azaspiro[2.5]oct-6-ene-4-carboxylate C1CC12N(CC=CC2)C(=O)[O-]